ON([C@@H](C)C(=O)O)O dihydroxyalanine